6-(amino(3-fluoro-4-(trifluoromethoxy)-phenyl)methyl)-2-(trifluoromethyl)nicotinonitrile HCl Cl.NC(C1=NC(=C(C#N)C=C1)C(F)(F)F)C1=CC(=C(C=C1)OC(F)(F)F)F